tert-butyl 4-(5-(6-bromo-3-methyl-1H-indol-2-yl)pyrimidin-2-yl)piperazine-1-carboxylate BrC1=CC=C2C(=C(NC2=C1)C=1C=NC(=NC1)N1CCN(CC1)C(=O)OC(C)(C)C)C